O=C1N(CC=2C3=C(C=CC12)C=CC(=C3)C3=NNC=C3)CC(C(=O)N)=C 2-{[3-oxo-8-(1H-pyrazol-3-yl)-1H,2H,3H-benzo[e]isoindol-2-yl]methyl}prop-2-enamide